1,3-divinyl-1,1,3,3-tetraethyldisilazane C(=C)[Si](N[Si](CC)(CC)C=C)(CC)CC